C(C1=CC=CC=C1)N1C[C@H]([C@H](CC1)NS(=O)(=O)C)COC1CCC(CC1)C1=CC=CC=C1 N-[(cis)-1-benzyl-3-[[(4-phenylcyclohexyl)oxy]methyl]piperidin-4-yl]methanesulfonamide